2-(1-(5-Chloro-2-((6-methoxy-2-methylisoindolin-5-yl)amino)pyrimidin-4-yl)-3-methylindolin-3-yl)acetic acid ClC=1C(=NC(=NC1)NC=1C=C2CN(CC2=CC1OC)C)N1CC(C2=CC=CC=C12)(C)CC(=O)O